nickel-copper nitrate [N+](=O)([O-])[O-].[Cu+2].[Ni+2].[N+](=O)([O-])[O-].[N+](=O)([O-])[O-].[N+](=O)([O-])[O-]